S1C(=CC=C1)S1C(=CC=C1)S(=O)(=O)[O-] S-(2-thienyl)-2-thiophenesulfonate